FC(C(=O)O)(F)F.C(C)NCC(=O)OCC ethyl N-ethylglycinate trifluoroacetate